N-(4-bromo-2,5-dimethylphenyl)-4-(2-hydroxyethyl)-1-methyl-1H-pyrazole-5-carboxamide BrC1=CC(=C(C=C1C)NC(=O)C1=C(C=NN1C)CCO)C